(7R,14R)-1-(difluoromethoxy)-11-(4-(dimethylphosphoryl)-5-fluoro-2-methoxyphenyl)-6-(methyl-d3)-6,7-dihydro-7,14-methanobenzo[f]benzo[4,5]imidazo[1,2-a][1,4]diazocin-5(14H)-one FC(OC1=CC=CC=2C(N([C@H]3C=4N([C@@H](C21)C3)C3=C(N4)C=CC(=C3)C3=C(C=C(C(=C3)F)P(=O)(C)C)OC)C([2H])([2H])[2H])=O)F